C(#N)C=1N=C([N-]C1C#N)C(C(F)(F)F)(F)F 4,5-dicyano-2-(pentafluoroethyl)imidazolide